dipentaerythritol tetracaprate C(=O)(CCCCCCCCC)OCC(COC(=O)CCCCCCCCC)(COCC(COC(=O)CCCCCCCCC)(COC(=O)CCCCCCCCC)CO)CO